ClC1(C(CC1=O)CC(=O)OC(C)(C)C)Cl tert-Butyl 2-(2,2-dichloro-3-oxocyclobutyl)acetate